1,3-Bis-(2-methylphenyl)-3,4,5,6-tetrahydropyrimidin-1-ium CC1=C(C=CC=C1)[N+]1=CN(CCC1)C1=C(C=CC=C1)C